NC=1C(=C(C=C2C=C(N=CC12)NC(OC1CC(C1)O)=O)C1=C(C2=C(OCCN2)N=C1)C)F (1s,3s)-3-Hydroxycyclobutyl (8-amino-7-fluoro-6-(8-methyl-2,3-dihydro-1H-pyrido[2,3-b][1,4]oxazin-7-yl)isoquinolin-3-yl)carbamate